ClC1=C(C(=O)NC=2C(=CC3=C(NC(C(NC3=O)CC(=O)NCOC)=O)C2)OC2=CC(=CC(=C2)C)C)C=C(C(=C1OC([2H])([2H])[2H])OC([2H])([2H])[2H])OC([2H])([2H])[2H] 2-chloro-N-[7-(3,5-dimethylphenoxy)-3-[2-(methoxymethylamino)-2-oxoethyl]-2,5-dioxo-2,3,4,5-tetrahydro-1H-benzo[e][1,4]Diazepin-8-yl]-3,4,5-tris(trideuteromethoxy)benzamide